2-methyl-9-(n-heptyloxy)anthracene CC1=CC2=C(C3=CC=CC=C3C=C2C=C1)OCCCCCCC